C(C)(C)(C)NC1CN(CC1)C=1N=NC(=CC1)C=1C=C2C=NC(=NC2=CC1OC)C N-tert-butyl-1-[6-(7-methoxy-2-methylquinazolin-6-yl)pyridazin-3-yl]pyrrolidin-3-amine